OC=1C=C2OC3=CC(C=CC3=C(C2=CC1)C1=C(C(=O)N)C=CC=C1)=O 2-(6-hydroxy-3-oxo-3H-xanthen-9-yl)benzamid